2-methyl-8-nitro-6H-benzo[c]chromene-10-carbonitrile CC=1C=C2C3=C(COC2=CC1)C=C(C=C3C#N)[N+](=O)[O-]